[Br-].CN(C(=O)OC=1C=C(C=CC1)[N+](C)(C)C)C (3-(dimethylcarbamoyloxy)phenyl)trimethylammonium bromide